BrC1=CC2=CN(N=C2C=C1OC)[C@H]1CN(C[C@H]1F)C 5-bromo-2-((3S,4R)-4-fluoro-1-methylpyrrolidin-3-yl)-6-methoxy-2H-indazole